(3S)-N-benzyl-3-{[(3S,6S)-1,1-difluoro-5-(4-methoxy-1H-indole-2-carbonyl)-5-azaspiro[2.4]heptan-6-yl]formamido}-2-hydroxy-4-[(3S)-2-oxopiperidin-3-yl]butanamide C(C1=CC=CC=C1)NC(C([C@H](C[C@H]1C(NCCC1)=O)NC(=O)[C@H]1N(C[C@@]2(CC2(F)F)C1)C(=O)C=1NC2=CC=CC(=C2C1)OC)O)=O